C(=C)C1=NC(=NC(=N1)C=C)N1CCN(CC1)S(=O)(=O)NC(=O)OCC(=O)O 2-((((4-(4,6-divinyl-1,3,5-triazin-2-yl)piperazin-1-yl)sulfonyl)carbamoyl)oxy)acetic acid